3-Aminopropyltriethoxy-silan NCCC[Si](OCC)(OCC)OCC